[2,6-dimethoxy-4-(2-methyl-1-oxo-1,2-dihydro-2,7-naphthyridin-4-yl)phenylmethyl]azetidine-3-carboxylic acid trifluoroacetic acid salt FC(C(=O)O)(F)F.COC1=C(C(=CC(=C1)C1=CN(C(C2=CN=CC=C12)=O)C)OC)CN1CC(C1)C(=O)O